COC1=CC2=C(N(C(O2)=O)CCNC(\C=C\C=2OC3=C(C2)C=CC=C3)=O)C=C1 (E)-N-(2-(6-methoxy-2-oxo-2,3-dihydro-1,3-benzoxazol-3-yl)ethyl)-3-(1-benzofuran-2-yl)acrylamide